tert-butyl {(5R)-6-{(3S)-3-[(tert-butylcarbonyl)amino]pyrrolidin-1-yl}-6-oxo-5-[(piperidine-4-carbonyl)amino]hexyl}carbamate C(C)(C)(C)C(=O)N[C@@H]1CN(CC1)C([C@@H](CCCCNC(OC(C)(C)C)=O)NC(=O)C1CCNCC1)=O